NN1C(N(N=CC1=O)C1=CC(=C(C(=C1)Cl)OC1=CN(C(C(=C1)F)=O)C(C)C)Cl)=O amino-2-(3,5-dichloro-4-((5-fluoro-1-isopropyl-6-oxo-1,6-dihydropyridin-3-yl)oxy)phenyl)-1,2,4-triazine-3,5(2H,4H)-dione